3-(1-Oxo-4-{4-[4-(2,2,2-trifluoro-acetyl)-piperazin-1-ylmethyl]-benzyloxy}-1,3-dihydro-isoindol-2-yl)-piperidine-2,6-dione O=C1N(CC2=C(C=CC=C12)OCC1=CC=C(C=C1)CN1CCN(CC1)C(C(F)(F)F)=O)C1C(NC(CC1)=O)=O